cyclopropyl-6-methoxypyrimidin-4-amine C1(CC1)C1=NC(=CC(=N1)N)OC